(R)-N-(2-(4-Cyanothiazolidin-3-yl)-2-oxoethyl)-6-(3-(difluoromethyl)azetidin-1-yl)-quinoline-4-carboxamide C(#N)[C@H]1N(CSC1)C(CNC(=O)C1=CC=NC2=CC=C(C=C12)N1CC(C1)C(F)F)=O